BrC=1C=C(C(=C(C(=O)O)C1)F)OC 5-bromo-2-fluoro-3-methoxybenzoic acid